N1=CN=CC=2C1=CN(C2)C(=O)[O-] 6H-pyrrolo[3,4-d]pyrimidine-6-carboxylate